ethyl 3-(4-fluoro-2-methoxy-3-methylphenyl)-5-methyl-5-(trifluoromethyl)-4,5-dihydrofuran-2-carboxylate FC1=C(C(=C(C=C1)C1=C(OC(C1)(C(F)(F)F)C)C(=O)OCC)OC)C